COC1=C(C=C(C=N1)C1=CC=C(C(=N1)OC1=C(C=C(C=C1C)C)C)C(=O)NS(=O)(=O)C1=NNC=C1)C 6-(6-Methoxy-5-methyl-3-pyridyl)-N-(1H-pyrazol-3-ylsulfonyl)-2-(2,4,6-trimethylphenoxy)pyridin-3-carboxamid